N1C=C(C2=CC=CC=C12)CC1C(N(C(N1)=S)C)=O 5-(1H-Indol-3-ylmethyl)-3-methyl-2-thioxo-4-Imidazolidinone